thieno[3,2-b]imidazo[4,5-d]pyridine-4-amine N1=CN=C2C1=C1C(N=C2N)=CCS1